C1(CCCCC1)C1(CCCCC1)C(=O)OC1=C(C=CC=C1)C1CCCCC1 cyclohexyl-cyclohexanecarboxylic acid, cyclohexylphenyl ester